4-methoxy-N-(3-((4-(6-phenylimidazo[2,1-b]thiazol-5-yl)pyrimidin-2-yl)amino)propyl)benzenesulfonamide COC1=CC=C(C=C1)S(=O)(=O)NCCCNC1=NC=CC(=N1)C1=C(N=C2SC=CN21)C2=CC=CC=C2